2-(methyl-thio)pyrimidin-4-amine CSC1=NC=CC(=N1)N